2,3,4,5-tetrafluorobenzenesulfonic acid FC1=C(C=C(C(=C1F)F)F)S(=O)(=O)O